NC=1C=CC(=C2CN(C(C12)=O)CC(C(=O)N)=C)C=1C=C2C(=NNC2=CC1)C1COC1 2-({7-amino-4-[3-(oxetan-3-yl)-1H-indazol-5-yl]-1-oxo-2,3-dihydro-1H-isoindol-2-yl}methyl)prop-2-enamide